C(C=C)[SiH3] Allylsilan